ClC1CC(C1)C(=O)N 3-chlorocyclobutane-1-carboxamide